3-(1,2,3,5,6,7-hexahydro-s-indacen-4-yl)-1-[(1-methyl-1H-pyrazol-4-yl)[1-(propan-2-yl)piperidin-4-yl]sulfamoyl]urea Sodium Salt [Na].C1CCC2=C(C=3CCCC3C=C12)NC(NS(N(C1CCN(CC1)C(C)C)C=1C=NN(C1)C)(=O)=O)=O